O1C=C(C=C1)C1=CC(=NC(=C1C#N)OC)C1=NC=CC=C1 4-Furan-3-yl-6-methoxy-[2,2']bipyridinyl-5-carbonitrile